{4-[2-(3-methyl-1,4'-bipiperidin-1'-yl)-2-oxoethyl]-1,3-thiazol-2-yl}carbamic acid tert-butyl ester C(C)(C)(C)OC(NC=1SC=C(N1)CC(=O)N1CCC(CC1)N1CC(CCC1)C)=O